methyl 2-((2S)-2-(((2-(3-chlorophenyl)-2-methyl-1-phenyl propoxy)carbonyl)amino)-4-methylpentanamido)-3-(5,5-dimethyl-2-oxopyrrolidin-3-yl)propanoate ClC=1C=C(C=CC1)C(C(OC(=O)N[C@H](C(=O)NC(C(=O)OC)CC1C(NC(C1)(C)C)=O)CC(C)C)C1=CC=CC=C1)(C)C